5-[4-(TRIFLUOROMETHYL)PHENYL]-1H-INDOLE-3-CARBALDEHYDE FC(C1=CC=C(C=C1)C=1C=C2C(=CNC2=CC1)C=O)(F)F